4-((R)-3-((cyclopropylmethyl)amino)piperidin-1-yl)-1-(1-(4-(5-(methyl(trifluoromethyl)amino)pyridin-3-yl)-1H-1,2,3-triazol-1-yl)ethyl)pyridin-2(1H)-one C1(CC1)CN[C@H]1CN(CCC1)C1=CC(N(C=C1)C(C)N1N=NC(=C1)C=1C=NC=C(C1)N(C(F)(F)F)C)=O